[Li+].C(CCCCCCCCC)C(C(=O)[O-])C 2-decylpropanic acid lithium salt